C1=CC(=CC=C1C(=O)NC2=CC=C(C=C2)I)F 4-fluoro-N-(4-iodophenyl)benzamide